N1N=CC(=C1)C1=CC=C(C=C1)C1=CN=C2N1N=C(C=C2)N2CCSCC2 4-(3-(4-(1H-pyrazol-4-yl)phenyl)imidazo[1,2-b]pyridazin-6-yl)thiomorpholine